C1(=CC=CC=C1)N1CCC2=C1N=C(N=C2COC2CCOCC2)N2CCOCC2 4-(7-phenyl-4-(((tetrahydro-2H-pyran-4-yl)oxy)methyl)-6,7-dihydro-5H-pyrrolo[2,3-d]pyrimidin-2-yl)morpholine